2-chloro-4-((3-(5-cyanothiophen-2-yl)-1H-pyrazol-5-yl)amino)-N-(3-(diethylamino)propyl)benzamide ClC1=C(C(=O)NCCCN(CC)CC)C=CC(=C1)NC1=CC(=NN1)C=1SC(=CC1)C#N